4-[[(7S)-1-[6-[[(1S)-1-(2,2-difluoro-1,3-benzodioxol-5-yl)ethyl]amino]-2-pyridinyl]-3-(trifluoromethyl)-4,5,6,7-tetrahydroindazol-7-yl]oxy]benzoic acid FC1(OC2=C(O1)C=CC(=C2)[C@H](C)NC2=CC=CC(=N2)N2N=C(C=1CCC[C@@H](C21)OC2=CC=C(C(=O)O)C=C2)C(F)(F)F)F